ClC=1C=CC2=C(N=C(S2)C2CC3(CC(C3)C3=C(C(=O)N)C=CC=C3S(N)(=O)=O)C2)C1 [6-(5-chloro-1,3-benzothiazol-2-yl)spiro[3.3]heptan-2-yl]-3-sulfamoyl-benzamide